4-((1H-pyrazol-1-yl)methyl)-3-methoxy-N-(2-methoxy-6-(2,2,2-trifluoroethoxy)phenylsulfonimidoyl)benzamide N1(N=CC=C1)CC1=C(C=C(C(=O)NS(=O)(=N)C2=C(C=CC=C2OCC(F)(F)F)OC)C=C1)OC